C(C)OC(C1=C(C=C(C=C1)C(F)(F)F)Br)=O 2-bromo-4-(trifluoromethyl)benzoic acid ethyl ester